rac-(3aR,5R,7S,7aR)-1-isopropyl-3,3,5,7-tetramethyl-5-(3-methyl-but-2-en-1-yl)octahydrobenzo[c]isoxazole C(C)(C)N1OC([C@H]2[C@H]1[C@H](C[C@](C2)(CC=C(C)C)C)C)(C)C |r|